COC(=O)C1C(C2=CC(=CC=C2C1)C)O 1-Hydroxy-6-methyl-2,3-dihydro-1H-indene-2-carboxylic acid methyl ester